N[C@H](CC1=C(C=2N(C(N=CC2S1)Cl)CC=1OC=CC1)C)CC 6-[(2S)-2-aminobutyl]-2-chloro-N-[(furan-2-yl)methyl]-7-methylthieno[3,2-d]pyrimidin